FC1=CC=2N(C=C1)C(=CN2)C2=C1CN(C(C1=C(C=C2)NC2=NC=C(C=C2)N2CC(OCC2)C(C)O)=O)C(=O)OC(C)(C)C tert-butyl 4-(7-fluoroimidazo[1,2-a]pyridin-3-yl)-7-((5-(2-(1-hydroxyethyl)morpholino)pyridin-2-yl)amino)-1-oxoisoindoline-2-carboxylate